NC1=NN=C(S1)S(=O)(=O)N 5-amino-1,3,4-thiadiazole-2-sulfonamide